1,2,6-triisocyanatohexane N(=C=O)CC(CCCCN=C=O)N=C=O